N1(CCCC1)C(CC1OC(C2=CC=CC=C12)=O)C 3-(2-(pyrrolidinyl)propyl)-1(3H)-isobenzofuranone